1,2-dilithio-4,5-dicarbazolylbenzene [Li]C1=C(C=C(C(=C1)C1=CC=CC=2C3=CC=CC=C3NC12)C1=CC=CC=2C3=CC=CC=C3NC12)[Li]